C1(=CC=CC=C1)[C@@H](C)C1(N(CCC1)C(=O)N)C(=O)NC=1C=NC=CC1 ((R)-1-Phenylethyl)-N2-(pyridin-3-yl)pyrrolidine-1,2-dicarboxamide